OC1CN(C1)CC=1C(=NN(C1)C1=NC(=NC=C1C)NC=1C(=CC(=C(C1)NC(C=C)=O)N1CCN(CC1)C)OC)C N-(5-(4-(4-((3-hydroxyazetidin-1-yl)methyl)-3-methyl-1H-pyrazol-1-yl)-5-methylpyrimidin-2-ylamino)-4-methoxy-2-(4-methylpiperazin-1-yl)phenyl)acrylamide